NC=1C(=NC(=CN1)C1=CC(=C2CCN(CC2=C1)C)C)OC=1C=NN(C1)C1CC2(CN(C2)CC(C)(O)C)C1 (6-(4-((3-amino-6-(2,5-dimethyl-1,2,3,4-tetrahydroisoquinolin-7-yl)pyrazin-2-yl)oxy)-1H-pyrazol-1-yl)-2-azaspiro[3.3]hept-2-yl)-2-methylpropan-2-ol